NC1=CC=C(C=C1)C1=C2C(=NN(C2=CC(=C1)Br)CC)N (4-aminophenyl)-6-bromo-1-ethyl-1H-indazol-3-amine